COCC#CCN1N=CC2=CC(=CC=C12)C(=O)OC methyl 1-(4-methoxybut-2-yn-1-yl)indazole-5-carboxylate